2'-chloro-5'-methoxy-6-methyl-N-(5-(6-(trifluoro-methoxy)picolinoyl)-5,6-dihydro-4H-pyrrolo[3,4-d]thiazol-2-yl)-[4,4'-bipyridine]-3-carboxamide ClC1=NC=C(C(=C1)C1=C(C=NC(=C1)C)C(=O)NC=1SC2=C(N1)CN(C2)C(C2=NC(=CC=C2)OC(F)(F)F)=O)OC